C(C)(C)(C)NC=1C2=C(N=C(N1)C(CCCC)=O)CCCN2 1-[4-(tert-butylamino)-5,6,7,8-tetrahydropyrido[3,2-d]pyrimidin-2-yl]pentan-1-one